NC1=C2N=C(N(C2=NC=N1)CCCCCC(=O)N)SC1=CC2=C(OCO2)C=C1I 6-(6-amino-8-((6-iodobenzo[d][1,3]dioxol-5-yl)thio)-9H-purin-9-yl)hexanamide